phosphorus bis(4-methoxyphenyl) oxide COC1=CC=C(C=C1)OC1=CC=C(C=C1)OC.[P]